N-tert-butyl-3-(4-chlorophenyl)-5-(2-methylpyrazol-3-yl)benzamide C(C)(C)(C)NC(C1=CC(=CC(=C1)C=1N(N=CC1)C)C1=CC=C(C=C1)Cl)=O